butyl-dimethyl-silicon trifluoromethanesulfonate FC(S(=O)(=O)[O-])(F)F.C(CCC)[Si+](C)C